C1(CC1)COC1=C(C=C(C=C1)NS(=O)(=O)CC)C=1C2=C(C(N(C1)C)=O)SC(=C2)C(=O)N 4-[2-(cyclopropylmethoxy)-5-(ethyl-sulfonylamino)phenyl]-6-methyl-7-oxothieno[2,3-c]pyridine-2-carboxamide